NC1=N\C(\C(N1)=O)=C/C1=CC2=C(N=CS2)C=C1 (Z)-2-amino-5-(benzo[d]thiazol-6-ylmethylene)-3,5-dihydro-4H-imidazol-4-one